FC=1C=C(C=C(C1C)NC(=O)C1=CN=C2N1C=CC(=C2)N2CCOCC2)C2=NC(=NO2)C2CN(C2)C(=O)OC methyl 3-(5-(3-fluoro-4-methyl-5-(7-morpholinoimidazo[1,2-a]pyridine-3-carboxamido)phenyl)-1,2,4-oxadiazol-3-yl)azetidine-1-carboxylate